O=C1NC(CCC1N1C(C2=CC=CC(=C2C1=O)F)=O)=O 2-(2,6-dioxopiperidin-3-yl)-4-fluoro-1,3-dioxoisoindoline